4-(2-(1-(4-isopropylphenyl)ethylidene)hydrazinyl)benzoic acid C(C)(C)C1=CC=C(C=C1)C(C)=NNC1=CC=C(C(=O)O)C=C1